C[Si](CCOC(NC1=C(C=C(C(=C1)NC1=NC=CC(=N1)C1=CN(C2=CC=CC=C12)C)OC)N(CCNC)C)=O)(C)C.C(C)S(=O)[O-].[Na+] sodium ethyl-sulfinate 2-trimethylsilylethyl-N-[4-methoxy-5-[[4-(1-methylindol-3-yl)pyrimidin-2-yl]amino]-2-[methyl-[2-(methylamino)ethyl]amino]phenyl]carbamate